N-(4-amino-1H-pyrazolo[4,3-c]pyridin-7-yl)-N'-[(4-chlorophenyl)methyl]-N'-(o-tolylmethyl)oxamide NC1=NC=C(C2=C1C=NN2)NC(=O)C(=O)N(CC2=C(C=CC=C2)C)CC2=CC=C(C=C2)Cl